5-chloro-3-fluoropyridin ClC=1C=C(C=NC1)F